CC=1C=C2C(N3CCCN4N=CC(C2=C(C1)C=C)=C43)=O 8-methyl-10-vinyl-4,5-dihydro-3H,6H-2,2a,5a-triazaaceanthrylen-6-one